BrC=1C=C(C(=NC1)N)OCC=1N=NC=CC1 5-bromo-3-[(pyridazin-3-yl)methoxy]pyridin-2-amine